2-chloro-N-[4-[4-[[2-(4-chlorophenyl)-4,4-dimethylcyclohexen-1-yl]methyl]piperazin-1-yl]-2-(1H-pyrrolo[2,3-b]pyridin-5-yloxy)phenyl]sulfonyl-4-(ethylamino)-3-methyl-5-nitrobenzamide ClC1=C(C(=O)NS(=O)(=O)C2=C(C=C(C=C2)N2CCN(CC2)CC2=C(CC(CC2)(C)C)C2=CC=C(C=C2)Cl)OC=2C=C3C(=NC2)NC=C3)C=C(C(=C1C)NCC)[N+](=O)[O-]